C1(=CC=CC=C1)C1C(NC(N1C(\C=C\C1=C(C=CC=C1)C(F)(F)F)=O)=O)=O (E)-5-phenyl-1-(3-(2-(trifluoromethyl)phenyl)acryloyl)imidazolidine-2,4-dione